CC1(CCC2(CCC(O2)OCC(CO)(CO)CO)CC1)C 2-(((8,8-dimethyl-1-oxaspiro[4.5]decan-2-yl)oxy)methyl)-2-(hydroxymethyl)propane-1,3-diol